[Li].FC=1C(=C(C=CC1F)[C@H]1[C@@H](O[C@]([C@H]1C)(C(F)(F)F)C)C(=O)NC1=CC(=NC=C1)C(=O)N)O (2r,3s,4s,5r)-4-[[3-(3,4-difluoro-2-hydroxy-phenyl)-4,5-dimethyl-5-(trifluoromethyl)tetrahydrofuran-2-carbonyl]amino]pyridine-2-carboxamide lithium